2-(2-((3R,4R)-3-Amino-4-fluoropiperidin-1-yl)-5,6-difluoro-1H-benzo[d]imidazol-1-yl)-N-(1,1-dioxidotetrahydrothiophen-3-yl)-N-((tetrahydrofuran-2-yl)methyl)acetamid N[C@@H]1CN(CC[C@H]1F)C1=NC2=C(N1CC(=O)N(CC1OCCC1)C1CS(CC1)(=O)=O)C=C(C(=C2)F)F